C(C)NC1=C(C(=O)O)C=C(C=C1Cl)Cl 2-ethylamino-3,5-dichlorobenzoic acid